FC1=C(C(=CC=C1)F)C#CC=1C=C2C=CN=CC2=CC1 6-((2,6-Difluorophenyl)ethynyl)isoquinoline